C(C)(C)(C)OC(=O)N(C1CCN(CC1)C1=C2C=CN=NC2=C(C=C1)C(=O)O)C1CC1 5-[4-[tert-butoxycarbonyl(cyclopropyl)amino]-1-piperidyl]cinnoline-8-carboxylic acid